ClC1=C2C=C(N(C2=CC=C1Cl)C)C(=O)N[C@@]1(CN(CCC1)S(NC(NC)=O)(=O)=O)C=1C=C(C(=O)O)C=CC1 |r| (±)-3-[3-[(4,5-Dichloro-1-methyl-indole-2-carbonyl)amino]-1-(methylcarbamoylsulfamoyl)-3-piperidyl]benzoic acid